FC1(CC(C1)N1C(=NN=C1)C1=CC=CC(=N1)NC(=O)NC=1SC=2CCC(NC2N1)S(=O)(=O)C)F 1-(6-(4-(3,3-difluorocyclobutyl)-4H-1,2,4-triazol-3-yl)pyridin-2-yl)-3-(5-(methylsulfonyl)-4,5,6,7-tetrahydrothiazolo[5,4]pyridin-2-yl)urea